BrC=1C(=CC2=C(N=C3N2[C@H](CC3)C)C1)Cl (S)-6-Bromo-7-chloro-1-methyl-2,3-dihydro-1H-benzo[d]pyrrolo[1,2-a]imidazole